NC1=NC=C(C2=C1C(=C(N2C)C2=C(C=C(C=C2)NC(C(=C)F)=O)C)C=2C=C(C(=NC2)C(=O)N[C@H](C(F)(F)F)C)Cl)Br 5-(4-amino-7-bromo-2-{4-[(2-fluoroacrylamido)]-2-methylphenyl}-1-methylpyrrolo[3,2-c]pyridin-3-yl)-3-chloro-N-[(2S)-1,1,1-trifluoropropan-2-yl]pyridine-2-carboxamide